NC1=NC=NN2C1=CC=C2[C@]2([C@@H]([C@@H]1OP(OC[C@H]1O2)(=O)OCC2=C(C(=O)OCC)C=CC=C2)O)C#N Ethyl 2-((((4aR,6R,7R,7aS)-6-(4-aminopyrrolo[2,1-f][1,2,4]triazin-7-yl)-6-cyano-7-hydroxy-2-oxidotetrahydro-4H-furo[3,2-d][1,3,2]dioxaphosphinin-2-yl)oxy)methyl)benzoate